FC(CCS(=O)(=O)NC1=C(C(=C(C=C1F)C1=CC2=C(N=C(N=C2)NC(C)C)N(C1=O)C(C)C)F)F)(F)F 3,3,3-Trifluoro-N-(2,3,6-trifluoro-4-(8-isopropyl-2-(isopropylamino)-7-oxo-7,8-dihydropyrido[2,3-d]pyrimidin-6-yl)phenyl)propane-1-sulfonamide